ClC=1C(N(N=CC1N1[C@@H](CNC(C1)=O)C)C1OCCN1)=O 4-Chloro-5-[(2R)-2-methyl-5-oxopiperazin-1-yl]-2-(oxazolidin-2-yl)-2,3-dihydropyridazin-3-one